NC1=C(C=NC=C1NC(C(N1C(CCCC1)C1=CC=CC=C1)=O)=O)C(=O)N 4-amino-5-[[2-oxo-2-(2-phenyl-1-piperidyl)acetyl]amino]pyridine-3-carboxamide